1,5-dioxa-11-azadispiro[5.1.58.16]tetradecan hydrochloride Cl.O1CCCOC12CC1(CCNCC1)C2